6-methyl-4-[(1-methylcyclopropyl)amino]-N-[1-(propan-2-yl)-1H-pyrazol-3-yl]furo[2,3-d]pyrimidine-5-carboxamide CC1=C(C2=C(N=CN=C2NC2(CC2)C)O1)C(=O)NC1=NN(C=C1)C(C)C